OCCN1CCN(CC1)CCCC(=O)OCC(COCC(CCCC)CC)(COCC(CCCC)CC)COCC(CCCC)CC 3-((2-Ethylhexyl)oxy)-2,2-bis(((2-Ethylhexyl)oxy)methyl)propyl 4-(4-(2-hydroxyethyl)piperazin-1-yl)butanoate